C(#N)C#CC=1C=CC(=NC1)C(=O)OC(C)(C)C tert-butyl 5-(cyanoethynyl)picolinate